6-[5-[3-[tert-butyl(dimethyl)silyl]oxycyclobutyl]-2-oxo-oxazolidin-3-yl]-4-(2-trimethylsilylethoxymethyl)pyrazino[2,3-b][1,4]oxazin-3-one [Si](C)(C)(C(C)(C)C)OC1CC(C1)C1CN(C(O1)=O)C1=NC2=C(OCC(N2COCC[Si](C)(C)C)=O)N=C1